2-(4-chlorophenyl)-N-(7-oxo-4-phenylthieno[2,3-d]pyridazin-6(7H)-yl)acetamide ClC1=CC=C(C=C1)CC(=O)NN1N=C(C2=C(C1=O)SC=C2)C2=CC=CC=C2